2-(4-bromophenyl)-12-[(4-methylphenyl)dioxy-λ6-thio]-12-azatricyclo[4.4.4.03,9]tetradec-1(2),4,7-triene-10,14-dione BrC1=CC=C(C=C1)C1=C2C(C3C=CC(C=CC13)C(CN(C2)[SH4]OOC2=CC=C(C=C2)C)=O)=O